dioctyl azodiisobutyrate N(=NC(C(=O)OCCCCCCCC)(C)C)C(C(=O)OCCCCCCCC)(C)C